N-(8,9-difluoro-6-oxo-1,4,5,6-tetrahydro-2H-pyrano[3,4-c]isoquinolin-1-yl)-N-methyl-2-(trifluoromethyl)indolizine-6-carboxamide FC=1C(=CC=2C3=C(NC(C2C1)=O)COCC3N(C(=O)C3=CN1C=C(C=C1C=C3)C(F)(F)F)C)F